8-[2-(difluoromethoxy)-4-(trifluoromethyl)phenyl]-N-[(3R)-1-methylpiperidin-3-yl]pyrido[2,3-d]pyridazin-5-amine FC(OC1=C(C=CC(=C1)C(F)(F)F)C=1N=NC(=C2C1N=CC=C2)N[C@H]2CN(CCC2)C)F